(R)-3-((S)-1-(tert-butoxy)-3-(2-formylbenzo[b]thiophen-6-yl)-1-oxopropane-2-yl)pyrrolidine-1-carboxylic acid tert-butyl ester C(C)(C)(C)OC(=O)N1C[C@H](CC1)[C@@H](C(=O)OC(C)(C)C)CC=1C=CC2=C(SC(=C2)C=O)C1